C(=O)C=1C(=NC(N([C@H]2C[C@H](O)[C@@H](CO)O2)C1)=O)N 2'-Deoxy-5-formylcytidine